[3-methyl-1-(2H-tetraazol-5-yl)butyl]-2-pyrazinylamine CC(CC(C=1N=NNN1)NC1=NC=CN=C1)C